C1(=CC=C(C=C1)S(=O)(=O)ON=C(C1=CC=CC=C1)C#N)C α-(4-tolyl-sulfonyloxy)iminobenzyl cyanide